Ethyl 4-(1-cyclopropyl-1H-pyrazol-3-yl)-3-methyl-1H-pyrrole-2-carboxylate C1(CC1)N1N=C(C=C1)C=1C(=C(NC1)C(=O)OCC)C